4-chloro-1-methyl-3-(methylcarbamoyl)-1H-pyrazole-5-carboxylic acid ClC=1C(=NN(C1C(=O)O)C)C(NC)=O